5-(cyclopropylmethyl)-6-(2-(2-methyl-6-(trifluoromethyl)pyrimidin-4-yl)-2,6-diazaspiro[3.4]octan-6-yl)-1-(tetrahydro-2H-pyran-2-yl)-1,5-dihydro-4H-pyrazolo[3,4-d]pyrimidin-4-one C1(CC1)CN1C(=NC2=C(C1=O)C=NN2C2OCCCC2)N2CC1(CN(C1)C1=NC(=NC(=C1)C(F)(F)F)C)CC2